4-[6-chloro-1-methyl-2-(4-methylsulfonylphenyl)pyrrolo[3,2-c]pyridin-4-yl]morpholine ClC1=CC2=C(C(=N1)N1CCOCC1)C=C(N2C)C2=CC=C(C=C2)S(=O)(=O)C